O1C[C@H]([C@H]2[C@@H]1OCC2)N (3S,3aS,6aR)-hexahydrofuro[2,3-b]furan-3-amine